C(C)OC(CCN1C=NC2=C(N(C=3C=CC=CC23)C)C1=O)OCC 3-(3,3-diethoxypropyl)-5-methyl-3,5-dihydro-4H-pyrimido[5,4-b]indol-4-one